[O-]S(=O)(=O)C(F)(F)F.C(CCCCCCCCC)[N+]1(CCCCC1)CCCC 1-decyl-1-butylpiperidinium triflate